5-Amino-3-[3-chloro-4-[2-[[3-(2,4-dichlorophenyl)isoxazol-5-yl]amino]-2-oxo-ethyl]phenyl]-1-isopropyl-pyrazole-4-carboxamide NC1=C(C(=NN1C(C)C)C1=CC(=C(C=C1)CC(=O)NC1=CC(=NO1)C1=C(C=C(C=C1)Cl)Cl)Cl)C(=O)N